FC1=CC=C(OCCCNC(=O)C2CN(CCC2)C2=CC=C3C(=NNC3=C2)C(=O)NC)C=C1 6-(3-{[3-(4-fluorophenoxy)propyl]carbamoyl}piperidin-1-yl)-N-methyl-1H-indazole-3-carboxamide